NC=1C=C(C=CC1)C#CC=1C=C(C=CC1C1=CC=NC=C1)NC(=O)NCCC=1C=NC=CC1 1-(3-((3-aminophenyl)ethynyl)-4-(pyridin-4-yl)phenyl)-3-(2-(pyridin-3-yl)ethyl)urea